C(C)OC(=O)C1=CN(C2=NC(=C(C=C2C1=O)[N+](=O)[O-])C1=CC(=C(C(=C1)C)S(NCCCCCCC)(=O)=O)C)CC Ethyl-7-(4-(N-heptylsulfamoyl)-3,5-dimethylphenyl)-6-nitro-4-oxo-1,4-dihydro-1,8-naphthyridine-3-carboxylic acid ethyl ester